(4S)-5,5-difluoro-1-[2-(trifluoromethoxy)ethyl]-3-(trifluoromethyl)-6,7-dihydro-4H-indazol-4-ol FC1([C@H](C=2C(=NN(C2CC1)CCOC(F)(F)F)C(F)(F)F)O)F